3-furanone O1CC(C=C1)=O